O=C1NC(CCC1N1C(C2=CC=C(C=C2C1=O)N1CCN(CC1)CCC1NCC1S(=O)(=O)N)=O)=O 2-[4-[2-(2,6-dioxopiperidin-3-yl)-1,3-dioxoisoindol-5-yl]piperazin-1-ylethyl]azetidine-3-sulfonamide